CNCCCNC1=CC(=NC2=CC=CC=C12)C1=CC(=CC=C1)N1CCNCC1 N1-methyl-N3-(2-(3-(piperazin-1-yl)phenyl)quinolin-4-yl)propane-1,3-diamine